1-((2R,3R,4S,5R)-3-hydroxy-5-(hydroxymethyl)-4-((methylthio)methoxy)tetrahydrofuran-2-yl)pyrimidine-2,4(1H,3H)-dione O[C@H]1[C@@H](O[C@@H]([C@H]1OCSC)CO)N1C(NC(C=C1)=O)=O